FC1=C(C=CC=C1)N1N=CC(=C1)C=1C(=CC(N(C1)C)=O)C1=CC(N(C=C1)C)=O 5-(1-(2-fluorophenyl)-1H-pyrazol-4-yl)-1,1'-dimethyl-[4,4'-bipyridine]-2,2'(1H,1'H)-dione